C([C@@H]([C@H]([C@@H](C(=O)C(=O)O)O)O)O)O 2-keto-L-gulonic acid